(S)-2-((5-Amino-6-fluoro-1H-pyrrolo[3,2-b]pyridin-2-yl)methyl)-4-chloro-1'-(4-fluorobenzyl)spiro[isoindoline-1,3'-pyrrolidine]-2',3-dione NC1=C(C=C2C(=N1)C=C(N2)CN2C(C1=C(C=CC=C1[C@@]21C(N(CC1)CC1=CC=C(C=C1)F)=O)Cl)=O)F